(S)-3-(2-methylmorpholino)-2-nitrobenzenamine C[C@@H]1OCCN(C1)C=1C(=C(C=CC1)N)[N+](=O)[O-]